C(CCCCCCC)OCCCCCCCC din-octyl ether